FC1=CC=C(C=C1)C=1C=C2C(C(NC2=CC1)=O)=O 5-(4-fluorophenyl)indoline-2,3-dione